2-(5-(2-(((R)-((R)-8-cyano-1,2,3,4-tetrahydroquinoxalin-2-yl)(phenyl)methyl)amino)ethyl)thiophen-3-yl)-2-methylpropanoic acid C(#N)C=1C=CC=C2NC[C@@H](NC12)[C@@H](C1=CC=CC=C1)NCCC1=CC(=CS1)C(C(=O)O)(C)C